ethyl 1-methyl-6-(4-methylpiperazin-1-yl)-indole-2-carboxylate CN1C(=CC2=CC=C(C=C12)N1CCN(CC1)C)C(=O)OCC